C[SiH](C)OC(C)(C)C tertiary butyl dimethylsilyl ether